CC1=NC=CC=C1CC1(CCNCC1)C1=NOC[C@H](O1)CN1CCCCC1 |r| rac-3-(4-((2-methylpyridin-3-yl)methyl)piperidin-4-yl)-5-(piperidin-1-ylmethyl)-5,6-dihydro-1,4,2-dioxazine